C(=O)(O)NCCCNCCCCNC(N)=N Carboxyaminopropylagmatine